4-bromo-1-(2-hydroxyethyl)pyrrole-2-carbonitrile BrC=1C=C(N(C1)CCO)C#N